C(C)(C)(C)OC(NCC1=CC=C(C=C1)C=1C=C(C2=C(CCO2)C1)S(NC=1C=NC=2CCNC(C2C1)=O)(=O)=O)=O tert-butyl(4-(7-(N-(5-oxo-5,6,7,8-tetrahydro-1,6-naphthyridin-3-yl)sulfamoyl)-2,3-dihydrobenzofuran-5-yl)benzyl)carbamate